2-acetamido-N-(2-(3-fluoro-4-(trifluoromethoxy)phenoxy)ethyl)isonicotinamide C(C)(=O)NC=1C=C(C(=O)NCCOC2=CC(=C(C=C2)OC(F)(F)F)F)C=CN1